(S)-8-chloro-4-(neopentylamino)-6-(((1-(oxetan-3-yl)-1H-1,2,3-triazol-4-yl)(pyridin-3-yl)methyl)amino)quinoline-3-carbonitrile ClC=1C=C(C=C2C(=C(C=NC12)C#N)NCC(C)(C)C)N[C@@H](C=1C=NC=CC1)C=1N=NN(C1)C1COC1